ClC=1C=C(C=CC1)CCNCC1=C(N=C2SC=CN21)C2=CC=C(C=C2)Cl 2-(3-chlorophenyl)-N-((6-(4-chlorophenyl)imidazo[2,1-b]thiazol-5-yl)methyl)ethan-1-amine